6-(4-(tert-Butoxycarbonyl)piperazin-1-yl)quinoline-4-carboxylic acid C(C)(C)(C)OC(=O)N1CCN(CC1)C=1C=C2C(=CC=NC2=CC1)C(=O)O